ClC=1C=C(OCC[C@H](C(=O)O)C)C=CC1C=1N(C2=NC=NC(=C2N1)OC1(CC1)C)CC1=C(C=CC(=C1)Cl)Cl |r| (racemic)-4-(3-chloro-4-(9-(2,5-dichlorobenzyl)-6-(1-methylcyclopropoxy)-9H-purin-8-yl)phenoxy)-2-methylbutanoic acid